C(CCCCCCC\C=C/CCCCCCCC)N(C1CCCCC1)C1CCCCC1 N-oleyl-dicyclohexylamine